ClC1=C2C=CN=CC2=CC(=C1)Cl 5,7-dichloroisoquinoline